ClC=1C=C(C=C(C1)Cl)C1=CC=C(C=C1)N(C1=CC2=C(SC3=C2C=CC=C3)C=C1)C1=CC=CC=C1 N-(3',5'-dichloro-[1,1'-biphenyl]-4-yl)-N-phenyldibenzo[b,d]thiophen-2-amine